[2-(4-cyclopropyl-6-methoxy-pyrimidin-5-yl)-4-(trifluoromethyl)-5H-pyrrolo[3,2-d]pyrimidin-7-yl]-[4-[1-methyl-4-(trifluoromethyl)imidazol-2-yl]phenyl]methanol C1(CC1)C1=NC=NC(=C1C=1N=C(C2=C(N1)C(=CN2)C(O)C2=CC=C(C=C2)C=2N(C=C(N2)C(F)(F)F)C)C(F)(F)F)OC